ClC1=NC(=NC=C1C#N)NC1CCN(CC1)C(=O)OC(C)(C)C tert-Butyl 4-((4-chloro-5-cyanopyrimidin-2-yl)amino)piperidine-1-carboxylate